BrC=1C=C(C=CC1OC)C1=CC=NC=C1 4-(3-bromo-4-methoxyphenyl)pyridine